C[C@@H]1N(C[C@@H](N(C[C@@H](N(C[C@@H](N(C1)CC(=O)OC(C)(C)C)C)CC(=O)OC(C)(C)C)C)CC(=O)OC(C)(C)C)C)CC(=O)OC(C)(C)C tetra-tert-butyl 2,2',2'',2'''-((2S,5S,8S,11S)-2,5,8,11-tetramethyl-1,4,7,10-tetraazacyclododecane-1,4,7,10-tetrayl)tetraacetate